3-(2,2-DIMETHYLPROPYL)PYRIDINE CC(CC=1C=NC=CC1)(C)C